CC(C)(C)S(=O)N=C1CCC2(OCCO2)CC1 2-methyl-N-(1,4-dioxaspiro[4.5]dec-8-ylidene)propane-2-sulfinamide